CC1NC=CCN1 2-Methyltetrahydropyrimidine